FC=1C=C2C(=CC=NC2=CC1OC)OC[C@@H]1CN(CC1)[SH2](=O)C=N [(3S)-3-{[(6-fluoro-7-methoxyquinolin-4-yl)oxy]methyl}pyrrolidin-1-yl](imino)methyl-λ6-sulfanone